ClC1=C(C(=C(C=C1OC)OC)Cl)C1=NC(=C2C=C(N=CC2=C1)N[C@@H]1COCC[C@@H]1NC(C=C)=O)NCC(F)(F)F N-((3S,4S)-3-((7-(2,6-dichloro-3,5-dimethoxyphenyl)-5-((2,2,2-trifluoroethyl)amino)-2,6-naphthyridin-3-yl)amino)tetrahydro-2H-pyran-4-yl)acrylamide